ClC1=CSC2=C1NC(=C2)C(=O)N2[C@@H]1CC([C@H]([C@H]2C(=O)N[C@H](C[C@@H]2C(NCC2)=O)C#N)CC1)(F)F (1S,3S,4S)-2-(3-chloro-4H-thieno[3,2-b]pyrrole-5-carbonyl)-N-((R)-1-cyano-2-((R)-2-oxopyrrolidin-3-yl)ethyl)-5,5-difluoro-2-azabicyclo[2.2.2]octane-3-carboxamide